ClC=1C=C(C=CC1F)NC1=NC=NC2=CC(=C(C=C12)OC1CCN(CC1)C(=O)NCCCOC)OC 4-[(3-chloro-4-fluorophenyl)amino]-6-{1-[(3-methoxypropyl-amino)-carbonyl]-piperidine-4-yloxy}-7-methoxy-quinazoline